Chloro-4-(methylthio)-6-(trifluoromethyl)pyrimidine ClC1=NC(=CC(=N1)SC)C(F)(F)F